5-amino-1-β-D-ribofuranosyl-1H-imidazole-4-carboxamide NC1=C(N=CN1[C@H]1[C@H](O)[C@H](O)[C@H](O1)CO)C(=O)N